ClC1=CC(=NC(=C1)OC)C1=NC(=NC(=N1)NC1=CC(=CC(=C1)F)F)NC(C)C (4-chloro-6-methoxypyridin-2-yl)-N2-(3,5-difluorophenyl)-N4-isopropyl-1,3,5-triazine-2,4-diamine